FC=1C=C2C=C(NC2=CC1CNC(=O)C=1N=C2N(C(C1)=O)C=CC=C2)CN2[C@@H]1CC(C[C@H]2CC1)C N-[[5-fluoro-2-[[(1S,5R)-3-methyl-8-azabicyclo[3.2.1]octan-8-yl]methyl]-1H-indol-6-yl]methyl]-4-oxo-pyrido[1,2-a]pyrimidine-2-carboxamide